COC1=CC=C(C=C1)[C@H](C)C1=C(NC=2N(C1=O)N=C(C2N2CCCCC2)C2=CC=CC=C2)C (S)-6-(1-(4-methoxyphenyl)ethyl)-5-methyl-2-phenyl-3-(piperidin-1-yl)pyrazolo[1,5-a]pyrimidin-7(4H)-one